methylcarbamoyl-((S)-1-(4-(trifluoromethyl)phenyl)butyl)-1H-benzo[d]imidazole-7-carboxamide CNC(=O)C1=NC2=C(N1[C@@H](CCC)C1=CC=C(C=C1)C(F)(F)F)C(=CC=C2)C(=O)N